COC1=CC=C(C=C1)C(OC[C@]12O[C@H]([C@H](N(C1)C1=NC=NC=C1)[C@@H]2OC(C)=O)N2C(NC(C(=C2)C)=O)=O)(C2=CC=CC=C2)C2=CC=C(C=C2)OC Acetic acid [(1R,3R,4R,7S)-1-[[bis(4-methoxyphenyl)-phenyl-methoxy] methyl]-3-(5-methyl-2,4-dioxo-pyrimidin-1-yl)-5-pyrimidin-4-yl-2-oxa-5-azabicyclo[2.2.1]heptan-7-yl] ester